CN(C(=O)C=1N(N=C(C1)B1OC(C(O1)(C)C)(C)C)C)C N,N,2-trimethyl-5-(4,4,5,5-tetramethyl-1,3,2-dioxaborolan-2-yl)pyrazole-3-carboxamide